2',3',4',4a',5',6'-Hexahydro-1'H-spiro[cyclobutan-1,7'-naphtho[1,8-cd]azepin] C1NCCC2C=3C1=CC=CC3C3(CC2)CCC3